FC(OC1=CC=C(C=C1)N1CCN(CC1)C(=O)OC1CC2(CN(C2)CC2=CC=CC=C2)C1)(F)F 2-benzyl-2-azaspiro[3.3]heptan-6-yl 4-[4-(trifluoromethoxy)phenyl]piperazine-1-carboxylate